CN1C(C=2C=CC=C3C2C1=CC1=C(N3CC3=NC=CC=C3)N=CC=C1)=O 1-methyl-6-(pyridin-2-ylmethyl)-1,6-dihydro-2H-pyrido[3',2':6,7]azepino[4,3,2-cd]isoindol-2-one